CN(C1=CC=C(C=C1)NC1C2=C(C=3N(CC1)N=NC3C)C=CC(=C2)C=2C=NN(C2)C)C N1,N1-dimethyl-N4-(1-methyl-9-(1-methyl-1H-pyrazol-4-yl)-6,7-dihydro-5H-benzo[c][1,2,3]triazolo[1,5-a]azepin-7-yl)benzene-1,4-diamine